2-chlorovinyl phenyl telluride C1(=CC=CC=C1)[Te]C=CCl